9-bromo-1,2-dihydronaphtho[2,1-b]furan-7-ol BrC=1C=C(C=C2C=CC=3OCCC3C12)O